C(C)OC(C)=O.C(C)(=O)C1=NN(C(C2=CC=C(C=C12)Br)=O)CC(=O)O 2-(4-acetyl-6-bromo-1-oxo-phthalazin-2-yl)acetic acid ethyl-acetate